CC1=NC(=CC(=N1)NC1=NN2C(C=C(C=C2)C2=C(C=NN2C)OCC2CC(C2)O)=C1)C 3-[[5-[2-[(2,6-dimethylpyrimidin-4-yl)amino]pyrazolo[1,5-a]pyridin-5-yl]-1-methyl-pyrazol-4-yl]oxymethyl]cyclobutanol